N1=C(C=CC=C1)[C@@H](CCC)N |r| rac-1-(pyridin-2-yl)butane-1-amine